(2S)-2-[[(1S)-1-carboxy-5-[(6-fluoranylpyridine-3-carbonyl)-amino]-pentyl]-carbamoyl-amino]pentanedioic acid C(=O)(O)[C@H](CCCCNC(=O)C=1C=NC(=CC1)F)N([C@H](C(=O)O)CCC(=O)O)C(N)=O